1-(2,2-dimethyl-5-nitro-2,3-dihydrobenzofuran-6-yl)-1,4-diazepane trifluoroacetic acid salt FC(C(=O)O)(F)F.CC1(OC2=C(C1)C=C(C(=C2)N2CCNCCC2)[N+](=O)[O-])C